(R)-(4-(3-chlorothieno[2,3-b]pyrazin-6-yl)cyclohex-3-en-1-yl)carbamate ClC1=CN=C2C(=N1)SC(=C2)C2=CC[C@@H](CC2)NC([O-])=O